FC=1C=C(C=CC1)C=C1C=C(C(C(=C1)C(C)(C)C)=O)C(C)(C)C 4-(3-fluorophenyl)methylene-2,6-di-tert-butyl-2,5-cyclohexadiene-1-one